2-methoxy-2-methyl-5-nitro-2H-1,3-benzodioxole COC1(OC2=C(O1)C=CC(=C2)[N+](=O)[O-])C